((S)-1-(4-chlorophenyl)ethyl)-2-((S)-1-methylpyrrolidin-2-yl)acetamide ClC1=CC=C(C=C1)[C@@H](C)C(C(=O)N)[C@H]1N(CCC1)C